(S)-2-(3-((6-(diethylamino)pyrimidin-4-yl)oxy)pyrrolidin-1-yl)-N-(3-(2-((1,5-dimethyl-1H-pyrazol-3-yl)amino)-5-methylpyrimidin-4-yl)-1H-indol-7-yl)acetamide C(C)N(C1=CC(=NC=N1)O[C@@H]1CN(CC1)CC(=O)NC=1C=CC=C2C(=CNC12)C1=NC(=NC=C1C)NC1=NN(C(=C1)C)C)CC